OC=1C=C(C=CC1)NC(N(C)C)=O 3-(3-hydroxyphenyl)-1,1-dimethyl-urea